FC=1C=CC(=NC1)C=1NC(=C(N1)F)[C@@H]1[C@@H](CN(CC1)S(=O)(=O)C)C 5-Fluoro-2-[4-fluoro-5-[(3S,4S)-3-methyl-1-methylsulfonyl-4-piperidyl]-1H-imidazol-2-yl]pyridine